C1(CC1)CC#CC=1C=C(CC2=C(N=NN2)C(=O)O)C=CC1 5-(3-(3-cyclopropylprop-1-ynyl)benzyl)-1H-1,2,3-triazole-4-carboxylic acid